C(C)(C)(C)OC(=O)N1CCN(CC1)C1=CC=C(C=C1)CC(=O)OC 4-(4-(2-methoxy-2-oxoethyl)phenyl)piperazine-1-carboxylic acid tert-butyl ester